N[C@H]1CN(CCC1)C(=O)OC(C)(C)C (R)-tert-Butyl 3-aminopiperidine-1-carboxylate